2-Acryloxyethyltrimethoxysilan C(C=C)(=O)OCC[Si](OC)(OC)OC